N-(3-(6-(benzylthio)-4-methoxypyridin-2-yl)-1H-pyrrolo[2,3-c]pyridin-5-yl)acetamide benzyl-4-[3-(tert-butoxycarbonylamino)cyclobutoxy]piperidine-1-carboxylate C(C1=CC=CC=C1)OC(=O)N1CCC(CC1)OC1CC(C1)NC(=O)OC(C)(C)C.C(C1=CC=CC=C1)SC1=CC(=CC(=N1)C1=CNC2=CN=C(C=C21)NC(C)=O)OC